CS(=O)(=O)C=1C=C(C=C(C1)C(F)(F)F)CC1CC2(CN(C2)C(=O)N2CC3(C2)NC(COC3)=O)C1 2-[6-[[3-methylsulfonyl-5-(trifluoromethyl)phenyl]methyl]-2-azaspiro[3.3]heptane-2-carbonyl]-8-oxa-2,5-diazaspiro[3.5]nonan-6-one